1-((S)-2-((1S,4aS,4bR,6aS,8R,10aS,10bR,12aS)-8-ethyl-8-hydroxy-12a-methyloctadecahydrochrysen-1-yl)-2-hydroxypropyl)-1H-pyrazole-4-carbonitrile C(C)[C@@]1(C[C@@H]2CC[C@H]3[C@@H]4CCC[C@@H]([C@]4(CC[C@@H]3[C@H]2CC1)C)[C@](CN1N=CC(=C1)C#N)(C)O)O